FC1=C(N(C2=C1C=1C=NN(C1C=C2)S(=O)(=O)C2=CC=CC=C2)CC2=CC=C(CCOS(=O)(=O)C1=CC=C(C=C1)C)C=C2)C2=C(C=CC=C2)C 4-((8-fluoro-3-(phenylsulfonyl)-7-(o-tolyl)pyrrolo[3,2-e]indazol-6(3H)-yl)methyl)phenethyl-4-methylbenzenesulfonate